rac-N-((1R,2S)-2-cyclobutylcyclopropyl)-7-methoxy-2-(tetrahydro-2H-pyran-4-yl)imidazo[1,2-a]pyridine-6-carboxamide C1(CCC1)[C@H]1[C@@H](C1)NC(=O)C=1C(=CC=2N(C1)C=C(N2)C2CCOCC2)OC |r|